BrC1=CC(=C(C=C1)CCNC1=CC(=NC=N1)C1=CC(=CS1)OCC)OCC 5-{6-[2-(4-Bromo-2-ethoxy-phenyl)-ethylamino]-pyrimidin-4-yl}-3-ethoxy-thiophen